C(C)C=1C=NN2C1N=C(C=C2NCC=2C=NC(=CC2)OC(C)OCCOCCOCCOCCOCCOCCNC)N2[C@@H](CCCC2)CCO 2-[(2S)-1-[3-ethyl-7-[[6-[1-[2-[2-[2-[2-[2-[2-(methylamino)ethoxy]ethoxy]ethoxy]ethoxy]ethoxy]ethoxy]ethoxy]-3-pyridyl]methylamino]pyrazolo[1,5-a]pyrimidin-5-yl]-2-piperidyl]ethanol